bis-(p-hydroxyphenyl)methane OC1=CC=C(C=C1)CC1=CC=C(C=C1)O